2-chloro-N-(6-(3-(5,5-dimethyl-4-oxo-4,5-dihydroisoxazol-3-yl)-5-(trifluoromethyl)-1H-pyrazol-1-yl)pyridin-3-yl)-6-fluorobenzamide ClC1=C(C(=O)NC=2C=NC(=CC2)N2N=C(C=C2C(F)(F)F)C2=NOC(C2=O)(C)C)C(=CC=C1)F